N,2-dibenzyl-1-oxooctahydro-3a,6-epiiminoisoindole-3-carboxamide C(C1=CC=CC=C1)NC(=O)C1N(C(C2CC3CCC12N3)=O)CC3=CC=CC=C3